cobalt hydroxy nitrate [N+](=O)(OO)[O-].[Co]